CC1=NC(=CC2=C1CC(C2)C(=O)OC)OCCNC(=O)OC(C)(C)C methyl 1-methyl-3-[2-[(2-methylpropan-2-yl)oxycarbonylamino]ethoxy]-6,7-dihydro-5H-cyclopenta[c]pyridine-6-carboxylate